C(C)(C)N(C1=CC2=C(C(=N1)CNC)CN(C2)C2=NC(=CC=C2)C2=NN=C1N2[C@@H](CCC1)C)C (R)-6-(isopropyl(methyl)amino)-2-(6-(5-methyl-5,6,7,8-tetrahydro-[1,2,4]triazolo[4,3-a]pyridin-3-yl)pyridin-2-yl)-4-((methylamino)methyl)-2,3-dihydro-1H-pyrrolo[3,4-c]pyridine